(S)-7-methyl-1,4-oxaazepane hydrochloride Cl.C[C@H]1CCNCCO1